N1(CCCC1)C=1SC(=CN1)/N=N/C=1C=C2C=C(NC2=CC1)C(=O)N1C2=C(CC1)C1=C(NC(=C1)C(=O)O)C=C2 3,6,7,8-Tetrahydro-6-[(5-{(E)-[2-(pyrrolidin-1-yl)-1,3-thiazol-5-yl]diazenyl}-1H-indol-2-yl)carbonyl]benzo[1,2-b:4,3-b']dipyrrole-2-carboxylic acid